BrC=1C=CC2=C(C(CCO2)(O)C)C1 6-bromo-4-methyl-3,4-dihydro-2H-1-benzopyran-4-ol